FC(C(=O)O)(F)F.CC1(\C(\C(NC1)=O)=C/C1=CC=C2C(=NNC2=C1)\C=C\C1=CC=C(C=C1)CN1CCCCC1)C (E)-4,4-dimethyl-3-((3-((E)-4-(piperidin-1-ylmethyl)styryl)-1H-indazol-6-yl)methylene)pyrrolidin-2-one trifluoroacetate